[Cr](=O)(=O)([O-])[O-].[Sr+2] Strontium chromat